rac-4-(5-cyclopropyl-1,2,4-oxadiazol-3-yl)-N-{(1R,6S)-2,2-difluoro-6-[4-(propan-2-yl)piperazin-1-yl]cyclohexyl}-4-methylpiperidine-1-carboxamide C1(CC1)C1=NC(=NO1)C1(CCN(CC1)C(=O)N[C@H]1C(CCC[C@@H]1N1CCN(CC1)C(C)C)(F)F)C |r|